(4-(7-(trifluoromethyl)pyrazolo[1,5-a]pyridin-2-yl)-6,7-dihydro-1H-imidazo[4,5-c]pyridin-5(4H)-yl)methanone FC(C1=CC=CC=2N1N=C(C2)C2N(CCC1=C2N=CN1)C=O)(F)F